9-(naphthalen-2-yl)anthracene-1,2,3,4,5,6,7,8-d8 C1=C(C=CC2=CC=CC=C12)C=1C2=C(C(=C(C(=C2C=C2C(=C(C(=C(C12)[2H])[2H])[2H])[2H])[2H])[2H])[2H])[2H]